C(C)(C)N1C(=NN=C1C)CNC1=CC=C(C=C1)OC N-((4-isopropyl-5-methyl-4H-1,2,4-triazol-3-yl)methyl)-4-methoxyaniline